[NH4+].[NH4+].N(N=S1SC2=C(N1CC)C=CC(=C2)S(=O)(=O)[O-])=S2SC1=C(N2CC)C=CC(=C1)S(=O)(=O)[O-] 2,2'-Azino-bis-(3-ethylbenzodithiazoline-6-sulfonic acid) diammonium salt